OC1=C(C(=O)O)C=C(C=C1)\C=C\C1=CC=C(C=C1)S(=O)(=O)C (E)-2-hydroxy-5-(4-(methylsulfonyl)styryl)benzoic acid